NC=1SC(=C(N1)C(F)(F)F)CN1CCC(CC1)C=1C=C2CN(C(C2=CC1)=O)C1C(NC(CC1)=O)=O 3-(5-(1-((2-amino-4-(trifluoromethyl)thiazol-5-yl)methyl)piperidin-4-yl)-1-oxoisoindolin-2-yl)piperidine-2,6-dione